N1-(7-chloroquinolin-4-yl)bicyclo[1.1.1]pentane-1,3-diamine hydrochloride Cl.ClC1=CC=C2C(=CC=NC2=C1)NC12CC(C1)(C2)N